5-[(4-cyano-2,6-dimethyl-phenoxy)methyl]-3-methyl-1-phenyl-pyrazole C(#N)C1=CC(=C(OCC2=CC(=NN2C2=CC=CC=C2)C)C(=C1)C)C